1-(8-(4-benzylphenyl)-2,8-diazaspiro[4.5]decan-2-yl)-2-(2,4-difluorophenyl)-3-(1H-1,2,4-triazol-1-yl)propan-2-ol C(C1=CC=CC=C1)C1=CC=C(C=C1)N1CCC2(CCN(C2)CC(CN2N=CN=C2)(O)C2=C(C=C(C=C2)F)F)CC1